tert-butyl 4-(4-bromo-3-chloro-2-fluorophenyl)piperazine-1-carboxylate BrC1=C(C(=C(C=C1)N1CCN(CC1)C(=O)OC(C)(C)C)F)Cl